C(C)(C)NCCCN1CCOCC1 N-isopropyl-3-morpholinyl-1-propylamine